C(#N)[C@@H](C[C@@H]1C(NCC1)=O)NC(=O)[C@@H]1N(C[C@H]2[C@@H]1CC(C2)(F)F)C(=O)C=2NC1=CC=CC(=C1C2)OC (1R,3aR,6aS)-N-((R)-1-cyano-2-((R)-2-oxopyrrolidin-3-yl)ethyl)-2-(4-methoxy-1H-indole-2-carbonyl)-5,5-difluorooctahydrocyclopenta[c]pyrrole-1-carboxamide